N(=[N+]=[N-])CCC(C(=O)OCC)(C)C ethyl 4-azido-2,2-dimethylbutyrate